tert-butyl N-[2-[benzyl-[2-(1-cyclopropylpyrazol-4-yl)-2-oxo-ethyl]amino]ethyl]carbamate C(C1=CC=CC=C1)N(CCNC(OC(C)(C)C)=O)CC(=O)C=1C=NN(C1)C1CC1